6-(4-(3-(8-fluoro-5-methyl-1-oxo-1,2-dihydroisoquinolin-3-yl)propionyl)piperazin-1-yl)nicotinonitrile FC=1C=CC(=C2C=C(NC(C12)=O)CCC(=O)N1CCN(CC1)C1=NC=C(C#N)C=C1)C